FC1=CC2=C(NC(=N2)CC2=C(C=C(C=C2)F)Cl)C=C1F 5,6-difluoro-2-(2-chloro-4-fluorobenzyl)-1H-benzimidazole